F[C@]1(CN(CC[C@H]1OC)C1=NC(=NC=N1)NC=1N=CC2=C(C=CC(=C2C1)C(C)C)N1[C@@H]([C@H](C1)CS(=O)(=O)C)C)C N-(4-((3S,4R)-3-fluoro-4-methoxy-3-methylpiperidin-1-yl)-1,3,5-triazin-2-yl)-5-isopropyl-8-((2R,3S)-2-methyl-3-((methylsulfonyl)methyl)azetidin-1-yl)isoquinolin-3-amine